4-[(1S)-1-[[2-[{3R}-3-(3-Chlorophenoxy)pyrrolidin-1-yl]-2-methylpropane-carbonyl]amino]ethyl]benzamide, hydrochloride Cl.ClC=1C=C(O[C@H]2CN(CC2)C(CC(=O)N[C@@H](C)C2=CC=C(C(=O)N)C=C2)(C)C)C=CC1